ClC=1C(=NC(=NC1)N[C@H]1[C@@H](CN(CC1)S(=O)(=O)C(F)F)O)C=1C=C(C2=C(N(C(=N2)C(C)O)C(C)C)C1)F (3R,4R)-4-({5-chloro-4-[4-fluoro-2-(1-hydroxyethyl)-1-(propan-2-yl)-1H-benzimidazol-6-yl]pyrimidin-2-yl}amino)-1-(difluoromethanesulfonyl)piperidin-3-ol